europium 4,7-diphenyl-1,10-phenanthroline C1(=CC=CC=C1)C1=CC=NC2=C3N=CC=C(C3=CC=C12)C1=CC=CC=C1.[Eu]